FC(CNC(=S)NC(C(C1=NC=CC(=C1)C(F)(F)F)C1=C(C=CC=C1)F)=O)F N-((2,2-difluoroethyl)aminothiocarbonyl)-2-(2-fluorophenyl)-2-(4-(trifluoromethyl)pyridin-2-yl)acetamide